3-(4-([4,4'-bipiperidin]-1-yl)-3-methyl-2-oxo-2,3-dihydro-1H-benzo[d]imidazol-1-yl)piperidine-2,6-dione trifluoroacetate FC(C(=O)O)(F)F.N1(CCC(CC1)C1CCNCC1)C1=CC=CC=2N(C(N(C21)C)=O)C2C(NC(CC2)=O)=O